Cl.C(C)(C)N1N=NC=2C=CC=3C=NC(=NC3C21)NC2=C(C=C(C=C2)N2CCNCC2)OC 1-Isopropyl-N-(2-methoxy-4-(piperazin-1-yl)phenyl)-1H-[1,2,3]triazolo[4,5-h]quinazolin-8-amine hydrochloride